(+-)-3-ethyl-2-nitro-1-phenyl-4-heptanone C(C)C(C(CC1=CC=CC=C1)[N+](=O)[O-])C(CCC)=O